1-(tert-butyl) 3-ethyl 3-formylpyrrolidine-1,3-dicarboxylate C(=O)C1(CN(CC1)C(=O)OC(C)(C)C)C(=O)OCC